methyl 4-(((4-(benzyloxy)phenyl)amino)methyl)benzoate C(C1=CC=CC=C1)OC1=CC=C(C=C1)NCC1=CC=C(C(=O)OC)C=C1